diallyl-methylethylammonium ethyl-sulfate 9-triethoxysilyl-3,6-diazanonylacetate C(C)O[Si](CCCNCCNCCCC(=O)[O-])(OCC)OCC.C(C)OS(=O)(=O)[O-].C(C=C)[N+](CC)(C)CC=C.C(C=C)[N+](CC=C)(C)CC